B(O)(O)C=1C=CC(=C(C(=O)O)C1)S(=O)(=O)C 5-borono-2-(methylsulfonyl)benzoic acid